N-((2-(4-(5-aminopyridin-3-yl)piperazin-1-yl)-1,6-naphthyridin-7-yl)methyl)-4-methyl-3-(methylsulfonyl)benzamide NC=1C=C(C=NC1)N1CCN(CC1)C1=NC2=CC(=NC=C2C=C1)CNC(C1=CC(=C(C=C1)C)S(=O)(=O)C)=O